COC1=C(C2=C(C=C1O)OC(=C(C2=O)O)C3=CC(=C(C=C3)O)O)O The molecule is a trimethoxyflavone that is quercetagetin methylated at position 6. It has a role as a metabolite, an antioxidant, an analgesic, an EC 1.1.1.21 (aldehyde reductase) inhibitor and a lipoxygenase inhibitor. It is a member of flavonols, a pentahydroxyflavone and a monomethoxyflavone. It derives from a quercetagetin.